C(C)NCCCC N-ethyl-n-butylamine